C(C)O[Si](C=1CC(C=CC1)(S(=O)(O)=S)CCC)(OCC)OCC.C[C@H]1[C@H](NCCN1C1=NC(=NC=C1)C1=CN=C2N1C=C(C=C2)C(F)(F)F)CNS(=O)(=O)C N-(((2R,3S)-3-methyl-4-(2-(6-(trifluoromethyl)imidazo[1,2-a]pyridin-3-yl)pyrimidin-4-yl)piperazin-2-yl)methyl)methanesulfonamide 3-triethoxysilyl-1-propylbenzenethiosulfonate